phenyl-trimethyl-(ethoxy)silane C1(=CC=CC=C1)C[Si](OCC)(C)C